C1(CC1)CN1C(=CC=2C1=NC=CC2)C2=NC1=C(N2C)C=CC(=C1)C(=O)N1C[C@@H]([C@@H](CC1)OC)NC(OC(C)(C)C)=O tert-butyl N-[(3S,4R)-1-{2-[1-(cyclopropylmethyl)-1H-pyrrolo[2,3-b]pyridin-2-yl]-1-methyl-1H-1,3-benzodiazole-5-carbonyl}-4-methoxypiperidin-3-yl]carbamate